isodecyl (2-propylheptyl) phthalate C(C=1C(C(=O)OCC(CCCCC)CCC)=CC=CC1)(=O)OCCCCCCCC(C)C